OC[C@H](C1=CC=CC=C1)NC1=NC(=NC=C1C=1OC=NN1)NC=1C=CC=2C(N3C(C2C1)CCCCC3)=O 2-((4-(((S)-2-hydroxy-1-phenylethyl)amino)-5-(1,3,4-oxadiazol-2-yl)pyrimidin-2-yl)amino)-7,8,9,10,11,11a-hexahydro-5H-azepino[2,1-a]isoindol-5-one